[1,2,4]-triazolo[1,5-a]pyrazin-8-amine N=1C=NN2C1C(=NC=C2)N